1-[(6-bromo-2-methylpyridin-3-yl)oxy]-2-methylpropan-2-amine BrC1=CC=C(C(=N1)C)OCC(C)(N)C